CC1=CC=C(O1)C=1C=NC=2CCN=CC2C1 3-(5-methylfuran-2-yl)-7,8-dihydro-1,6-naphthyridin